ClC=1C=C(C=CC1Cl)SCC=1C=C(C(=NC1)OC)OC 5-(((3,4-dichlorophenyl)thio)methyl)-2,3-dimethoxypyridine